FC1=C2CC(C(=NC2=CC=C1CC1=NC(=CC=C1C=1CCNCC1)C(=O)NC)CC)=O ((5-fluoro-2-ethyl-3-oxo-3,4-dihydroquinolin-6-yl)methyl)-N-methyl-1',2',3',6'-tetrahydro-[3,4'-bipyridine]-6-carboxamide